N-(2-tert-Butyl-5-methylbenzyl)-N-cyclopropyl-3-(difluoromethyl)-5-fluoro-1-methyl-1H-pyrazol-4-carboxamid C(C)(C)(C)C1=C(CN(C(=O)C=2C(=NN(C2F)C)C(F)F)C2CC2)C=C(C=C1)C